C(C)(C)C1C=C(CCO1)C 6-isopropyl-4-methyl-3,6-dihydro-2H-pyran